C(C)(=O)OC(COC1=C(C=C(C=C1)C(C)(C)C1=CC(=C(OCC(CCC(=O)O)CC(=O)O)C=C1)C)C)CCl.ClC=1C=CC=C2C(C=C(OC12)CCC1=CC=CC=C1)=O 8-chloro-2-(2-phenylethyl)chromone 3-(4-(2-(4-(2-acetoxy-3-chloropropoxy)-3-methylphenyl)propan-2-yl)-2-methylphenoxy)propane-1,2-diyl-diacetate